C(N)(O)=O R-carbamic acid